CC(CC(C)CC(=O)[O-])(C)C1=CC=CC=C1 (4-methyl-4-phenylpentan-2-yl)-acetate